2,7-diethyl-1'-[[1-(2-methylsulfonylethyl)triazol-4-yl]methyl]spiro[6,7-dihydrothieno[3,2-c]pyran-4,4'-piperidine] C(C)C1=CC2=C(C(COC23CCN(CC3)CC=3N=NN(C3)CCS(=O)(=O)C)CC)S1